4-((4'-chloro-[1,1'-biphenyl]-2-yl)methyl)piperazine-1-carboxylic acid tert-butyl ester C(C)(C)(C)OC(=O)N1CCN(CC1)CC1=C(C=CC=C1)C1=CC=C(C=C1)Cl